4-(((3S,4R)-4-hydroxy-4-(hydroxymethyl)pyrrolidin-3-yl)sulfonyl)benzonitrile hydrochloride Cl.O[C@@]1([C@H](CNC1)S(=O)(=O)C1=CC=C(C#N)C=C1)CO